tert-butyl (R/S)-4-((5-(methoxymethyl)-2H-tetrazol-2-yl)(phenyl)methyl)piperidine-1-carboxylate COCC=1N=NN(N1)[C@H](C1CCN(CC1)C(=O)OC(C)(C)C)C1=CC=CC=C1 |r|